2,2'-azo-bis-(2-methylbutyronitrile) N(=NC(C#N)(CC)C)C(C#N)(CC)C